ClC1=NC(=NC(=C1/C=C/C(=O)OC)NC)C (E)-methyl 3-(4-chloro-2-methyl-6-(methylamino)pyrimidin-5-yl)acrylate